COC1CCC(CC1)NC(=O)C1CCN(CC1)C(=O)C1=NNC(=C1)C1=CC=NC=C1 N-(4-methoxycyclohexyl)-1-[5-(pyridin-4-yl)-1H-pyrazole-3-carbonyl]piperidine-4-carboxamide